3-Bromo-5-chloro-1-((2-(trimethylsilyl)ethoxy)methyl)-1H-pyrazolo[4,3-d]pyrimidine BrC1=NN(C2=C1N=C(N=C2)Cl)COCC[Si](C)(C)C